(R)-4-amino-N-(cyclopropylmethyl)-7-fluoro-3-methyl-N'-(4-(trifluoromethyl)phenyl)-1,3-dihydrofuro[3,4-c]quinoline-8-carboxylic acid hydrazide NC1=NC=2C=C(C(=CC2C2=C1[C@H](OC2)C)C(=O)N(NC2=CC=C(C=C2)C(F)(F)F)CC2CC2)F